[N+](=O)([O-])C1=C(C=CC=C1)S(=O)(=O)O[C@H](C(=O)NC=1SC2=C(N1)C=C1C(=C2)OC(O1)(F)F)C (S)-1-((2,2-difluoro-[1,3]dioxolo[4',5':4,5]benzo[1,2-d]thiazol-6-yl)amino)-1-oxopropan-2-yl 2-nitrobenzenesulfonate